C(#N)C1=C(C=C(C=C1)F)[C@H]([C@H](C)C=1N(C(C(=C(N1)C(=O)NC=1C=NOC1)O)=O)C)C=1C=NN(C1C)CCOC 2-((1s,2s)-1-(2-cyano-5-fluorophenyl)-1-(1-(2-methoxyethyl)-5-methyl-1H-pyrazol-4-yl)propan-2-yl)-5-hydroxy-N-(isoxazol-4-yl)-1-methyl-6-oxo-1,6-dihydropyrimidine-4-carboxamide